C(C)S(=O)(=O)C=1C(=NC=C(C1)C1=CC=C(C=C1)C1(CC1)F)C1=NC=2C(=NC=C(C2)C(C)=O)N1C 1-{2-[3-(ethanesulfonyl)-5-[4-(1-fluorocyclopropyl)phenyl]pyridin-2-yl]-3-methyl-3H-imidazo[4,5-b]pyridin-6-yl}ethan-1-one